1-(4-Bromophenyl)prop-2-en-1-one BrC1=CC=C(C=C1)C(C=C)=O